BrC1=CC(=CS1)/C=C/C(=O)N=[N+]=[N-] (E)-3-(5-bromothien-3-yl)acryloyl Azide